CC1(CCCCC1)N1N=C(C=C1C)C 1-methylcyclohexyl-3,5-dimethyl-1H-pyrazole